C(C1=CC=CC=C1)(C1=CC=CC=C1)(C1=CC=CC=C1)N1N=C(N=N1)C(C)O 1-(2-trityl-2H-tetrazol-5-yl)ethan-1-ol